BrC1=CC(=CC(=N1)NC(=O)[C@H]1N([C@@H]2C[C@@]2(C1)C)C(=O)OC(C)(C)C)CCC tert-Butyl (1R,3S,5R)-3-[(6-Bromo-4-propylpyridin-2-yl)carbamoyl]-5-methyl-2-azabicyclo[3.1.0]hexane-2-carboxylate